CC1(OB(OC1(C)C)C1=CC=C(C(=O)[O-])C=C1)C 4-(4,4,5,5-tetramethyl-1,3,2-dioxaborolan-2-yl)benzoate